2-(3-((R)-((1s,3S)-3-fluorocyclobutyl)(4-methyl-4H-1,2,4-triazol-3-yl)methyl)phenyl)-6-(((1-methylcyclobutyl)amino)methyl)-4-(trifluoromethyl)isoindolin-1-one FC1CC(C1)[C@H](C=1C=C(C=CC1)N1C(C2=CC(=CC(=C2C1)C(F)(F)F)CNC1(CCC1)C)=O)C1=NN=CN1C